ClC1=C(C=C(C=C1)C1CC(N(CC1)C1=NC(=NN1COCC[Si](C)(C)C)C1=CC=NC=C1)=O)F 4-(4-chloro-3-fluorophenyl)-1-(3-(pyridin-4-yl)-1-((2-(trimethylsilyl)ethoxy)methyl)-1H-1,2,4-triazol-5-yl)piperidin-2-one